[Si](C)(C)(C(C)(C)C)OC[C@H]1N(C[C@H](C1(F)F)N(CC1=CC=C(C=C1)OC)S(=O)(=O)CC)C(=O)OC(C)(C)C tert-Butyl (2R,4R)-2-({[tert-butyl(dimethyl)silyl]oxy}methyl)-4-{(ethanesulfonyl) [(4-methoxyphenyl)methyl]amino}-3,3-difluoropyrrolidine-1-carboxylate